((2-(vinyloxy)ethoxy)methanetriyl)tribenzene C(=C)OCCOC(C1=CC=CC=C1)(C1=CC=CC=C1)C1=CC=CC=C1